C(C1=CC=CC=C1)OC(=O)NC1CCN(CC1)CCCC1CCN(CC1)C(=O)OC(C)(C)C tert-butyl 4-[3-[4-(benzyloxycarbonylamino)-1-piperidyl]propyl]piperidine-1-carboxylate